4-pyridon N1=CCC(C=C1)=O